6-hydroxy-1-methyl-3-oxo-2-(2-oxo-2-(piperazin-1-yl)ethyl)-3,8,9,10-tetrahydropyrano[3,2-f]chromene-5-carbaldehyde OC1=C(C2=C(C=3CCCOC13)C(=C(C(O2)=O)CC(N2CCNCC2)=O)C)C=O